4,5-diamino-1-methylpyrazole NC=1C=NN(C1N)C